C[O-].C[O-].C[O-].C[O-].[Zr+4] zirconium(IV) tetramethoxide